thiiranium [SH+]1CC1